CN[C@@H]1CC[C@H](CC1)CO trans-4-methylaminocyclohexanemethanol